CC1=C(C=CC(=C1C1=CC=2C(=NC(=NC2)NC)N2C1=NC=N2)C)O 2,4-dimethyl-3-(8-(methylamino)-[1,2,4]triazolo[1',5':1,6]pyrido[2,3-d]pyrimidin-4-yl)phenol